F[C@H]1C[C@@H](O[C@@]1(CO)F)N1C(NC(C(=C1)C)=O)=O 1-((2R,4S,5S)-4,5-difluoro-5-(hydroxymethyl)tetrahydrofuran-2-yl)-5-methylpyrimidine-2,4(1H,3H)-dione